3-[5-(2,4-dioxobicyclo[3.2.1]octane-3-carbonyl)-3-methyl-6-oxo-pyridazin-1-yl]-N,N-dimethyl-propionamide O=C1C2CCC(C(C1C(=O)C1=CC(=NN(C1=O)CCC(=O)N(C)C)C)=O)C2